N,N,9-triphenylanthracene-9-amine C1(=CC=CC=C1)N(C1(C2=CC=CC=C2CC=2C=CC=CC12)C1=CC=CC=C1)C1=CC=CC=C1